NC(C(=O)O)C1=C(C=C(C=C1)F)F 2-Amino-2-(2,4-difluorophenyl)acetic acid